N-{4-[(3-chloro-2-methylphenyl)carbamoyl]-6-({[2-(trifluoromethyl)phenyl]carbonyl}amino)-1H-benzimidazol-2-yl}glycine tert-butyl ester C(C)(C)(C)OC(CNC1=NC2=C(N1)C=C(C=C2C(NC2=C(C(=CC=C2)Cl)C)=O)NC(=O)C2=C(C=CC=C2)C(F)(F)F)=O